pyrrolidine-1-carboxylic acid phenylmethyl ester C1(=CC=CC=C1)COC(=O)N1CCCC1